BrC1=C(C=CC(=N1)[C@@H](C)N(CC)[S@](=O)C(C)(C)C)OC (R)-N-((R)-1-(6-bromo-5-methoxypyridin-2-yl)ethyl)-N-ethyl-2-methylpropan-2-sulfinylAmine